C(C)(C)NCC(CC)(N)C N1-isopropyl-2-methyl-1,2-butanediamine